FC1=CC=C(C=C1)N1C=NC2=C1C1=C(OC2=O)C=CC=C1 1-(4-fluorophenyl)-[1]benzopyrano[3,4-d]imidazol-4(1H)-one